C(C)N1N=CC(=C1)C1=CC(=NC(=C1F)C)C=1OC(=NN1)C1=NC=C(C=C1)F 2-(4-(1-ethyl-1H-pyrazol-4-yl)-5-fluoro-6-methylpyridin-2-yl)-5-(5-fluoropyridin-2-yl)-1,3,4-oxadiazole